CC=1C=NC=C(C1)C#CC1=C(C=CC=C1)NS(=O)(=O)C=1C(=CC=C2C=CC=NC12)C 3-Methyl-5-{2-[2-(7-methylchinolin-8-sulfonamido)phenyl]ethynyl}pyridin